ClC=1C=C(C=CC1F)NC(N(CC1=CN=C(C2=CC=CC=C12)OC)C1CC1)=O (S)-3-(3-chloro-4-fluorophenyl)-1-cyclopropyl-1-((1-methoxyisoquinolin-4-yl)methyl)urea